ClC=1C(=CC(=C(OCCN2CC(C2)C(=O)O)C1)C=1OC2=C(C=CC=C2C(C1)=O)Cl)C 1-[2-[5-chloro-2-(8-chloro-4-oxo-chromen-2-yl)-4-methyl-phenoxy]ethyl]azetidine-3-carboxylic acid